CO[C@@H](C)C1=CC=CC=2N1N=NN2 (S)-5-(1-methoxyethyl)tetrazolo[1,5-a]pyridine